(BOC)-5-sulfobenzoic acid C(=O)(OC(C)(C)C)C1=C(C(=O)O)C=C(C=C1)S(=O)(=O)O